2-(3,5-difluorophenyl)-2-(1-(4,5,6,7-tetrahydrothieno[3,2-c]pyridine-5-carbonyl)piperidin-4-ylidene)acetonitrile FC=1C=C(C=C(C1)F)C(C#N)=C1CCN(CC1)C(=O)N1CC2=C(CC1)SC=C2